C(#N)C=1C=C(C=C(C1)F)[C@H]1N(OCC1)C(=O)[C@@H]1CC[C@H](CC1)CC=1C(=C(C=NC1)C#N)C trans-5-[[4-[(3S)-3-(3-cyano-5-fluoro-phenyl)isoxazolidine-2-carbonyl]cyclohexyl]methyl]-4-methyl-pyridine-3-carbonitrile